3-iodo-1H-pyrazolo[3,4-d]pyrimidin-4-amine IC1=NNC2=NC=NC(=C21)N